C(C)OC(=O)C=1C(=NNC1)OCCC1C2(C13CC3)CC2.C(C2=CC=CC=C2)(=O)N2CCN(C3=CC=CC=C23)C(CCN2CCCC2)=O 1-(4-benzoyl-3,4-dihydroquinoxalin-1(2H)-yl)-3-(pyrrolidin-1-yl)propan-1-one ethyl-3-(2-(dispiro[2.0.24.13]heptan-7-yl)ethoxy)-1H-pyrazole-4-carboxylate